(4-amino-5-nitro-2-pyrrolidin-1-ylphenyl)-(4-methyl-2-phenylpiperazin-1-yl)methanone NC1=CC(=C(C=C1[N+](=O)[O-])C(=O)N1C(CN(CC1)C)C1=CC=CC=C1)N1CCCC1